((2S,3R,6R)-2,6-Dimethyl-3-(((5-(trifluoromethyl)pyrazin-2-yl)amino)methyl)morpholino)(5-(5-methoxypyridin-2-yl)-1-methyl-1H-imidazol-4-yl)methanone C[C@@H]1O[C@@H](CN([C@@H]1CNC1=NC=C(N=C1)C(F)(F)F)C(=O)C=1N=CN(C1C1=NC=C(C=C1)OC)C)C